N-[(methoxycarbonyl)methyl]carbamate COC(=O)CNC([O-])=O